BrC1=C(C=C(C=C1)CN(C(=O)C=1C=NC(=NC1)C1CC1)C=1C(=NN(C1)C)C(F)(F)F)[N+](=O)[O-] N-[(4-bromo-3-nitrophenyl)methyl]-2-cyclopropyl-N-[1-methyl-3-(trifluoro-methyl)-1H-pyrazol-4-yl]pyrimidine-5-carboxamide